2-((3,5-dicyano-4-ethyl-6-(2-oxo-3-oxa-1,8-diazaspiro[4.5]decan-8-yl)pyridin-2-yl)sulfanyl)-2-phenylacetamide C(#N)C=1C(=NC(=C(C1CC)C#N)N1CCC2(COC(N2)=O)CC1)SC(C(=O)N)C1=CC=CC=C1